(Z)-N,N,N-trimethyl-1-(1-methylcyclooct-4-en-1-yl)methanaminium iodide [I-].C[N+](CC1(CC\C=C/CCC1)C)(C)C